4-(pyrrolidine-1-carbonyl)benzoic acid [(2R)-3-(3-ethyl-4-oxo-spiro[6,8-dihydro-5H-pyrazolo[4,3-c]azepin-7,4'-tetrahydropyran]-1-yl)-2-methyl-propyl] ester C(C)C1=NN(C2=C1C(NCC1(CCOCC1)C2)=O)C[C@H](COC(C2=CC=C(C=C2)C(=O)N2CCCC2)=O)C